2-(3-ethyl-4,7-dimethyl-5-oxo-4,5-dihydro-3H-pyrazolo[3,4-c]isoquinolin-9-yl)acetaldehyde C(C)N1N=CC2=C1N(C(C=1C=C(C=C(C21)CC=O)C)=O)C